(2R,3R)-3-((3-(3-methylphenyl)isoxazol-5-yl)-methoxy)-2-(2,4-difluorophenyl)-1-(1H-1,2,4-triazol-1-yl)butan-2-ol CC=1C=C(C=CC1)C1=NOC(=C1)CO[C@@H]([C@@](CN1N=CN=C1)(O)C1=C(C=C(C=C1)F)F)C